2-[2-((indan-2-yl)(phenyl)amino)-ethyl]piperidinium iodide [I-].C1C(CC2=CC=CC=C12)N(CCC1[NH2+]CCCC1)C1=CC=CC=C1